potassium 4-amino-3-chloro-5-fluoro-6-(7-fluoro-1H-indol-6-yl)pyridin-2-carboxylate NC1=C(C(=NC(=C1F)C1=CC=C2C=CNC2=C1F)C(=O)[O-])Cl.[K+]